tert-butyl 2-[[7-(difluoromethyl)-2,2-dimethyl-4-oxo-1,3-benzodioxin-5-yl]oxymethyl]benzimidazole-1-carboxylate FC(C=1C=C(C2=C(OC(OC2=O)(C)C)C1)OCC1=NC2=C(N1C(=O)OC(C)(C)C)C=CC=C2)F